C(C)NC(CC\C=C/CCCCC)=O (Z)-N-ethyldecan-4-enamide